5-butyl-4-methylpentan-2-one C(CCC)CC(CC(C)=O)C